O1C(C1)CN1C(N(C(N(C1=O)CC=C)=O)CC=C)=O 1-oxiranylmethyl-3,5-di-2-propenyl-1,3,5-triazine-2,4,6(1H,3H,5H)-trione